O=C1NC(CCC1N1C(N(C2=C1C=CC=C2CCCN2CCOC1(C2)CCN(CC1)C(=O)OC(C)(C)C)C)=O)=O tert-butyl 4-[3-[1-(2,6-dioxo-3-piperidyl)-3-methyl-2-oxo-benzimidazol-4-yl]propyl]-1-oxa-4,9-diazaspiro[5.5]undecane-9-carboxylate